CC1=C(OC(=C1)S(N)(=O)=O)C(=O)OC methyl 3-methyl-5-sulfamoylfuran-2-carboxylate